1-(3-bromo-5-chloro-7-((thiophen-2-ylmethyl)amino)furo[3,2-b]pyridin-2-yl)ethan-1-ol BrC1=C(OC=2C1=NC(=CC2NCC=2SC=CC2)Cl)C(C)O